C(CCC)OC=1C=C2CCC(=C(C2=CC1)C1CC1)C=O 6-butoxy-1-cyclopropyl-3,4-dihydronaphthalene-2-carbaldehyde